OC1(C[C@@H](O[C@@H](C1)CCC1=CC=CC=C1)C1=CC(=C(C=C1)OC)O)O (1r,3r,5r)-3-hydroxy-1,5-epoxy-1-(3-hydroxy-4-methoxyphenyl)-7-PHENYLHEPTAN-3-ol